CC1=CN=CN1CCCNC(=NC#N)NC1=CC=CC2=CC=CC=C12 (3-(5-methyl-1H-imidazol-1-yl)propyl)-2-cyano-3-(naphthalen-1-yl)guanidine